N-(3-chloro-5-(methylsulfonylamino)phenyl)-4-(5-isopropoxypyrimidin-2-yl)-5-methylthiophene-2-carboxamide ClC=1C=C(C=C(C1)NS(=O)(=O)C)NC(=O)C=1SC(=C(C1)C1=NC=C(C=N1)OC(C)C)C